ClC=1C(=CC=C2C=CC=C(C12)C1=NC=C2C(=C(C=NC2=C1F)OC)N1CCNCC1)F 7-(8-chloro-7-fluoronaphthalen-1-yl)-8-fluoro-3-methoxy-4-(piperazin-1-yl)-1,6-naphthyridine